N,N-dimethyl-4-((methylamino)methyl)aniline CN(C1=CC=C(C=C1)CNC)C